[3-(3-methoxyphenyl)pyrrolidine-1-carbonyl]-6-methyl-N-(1-methylcyclopropyl)furo[2,3-d]pyrimidin-4-amine COC=1C=C(C=CC1)C1CN(CC1)C(=O)C=1N=C(C2=C(N1)OC(=C2)C)NC2(CC2)C